COC1OC(C2=NC(=CC=C21)NC2=NC=C(C(=C2)N[C@H](CO)C2=CC=CC=C2)C2=NC(=NO2)C2=NC=CC=C2)(C)C (2S)-2-((2-((5-methoxy-7,7-dimethyl-5,7-dihydrofuro[3,4-b]pyridin-2-yl)amino)-5-(3-(pyridin-2-yl)-1,2,4-oxadiazol-5-yl)pyridin-4-yl)amino)-2-phenylethan-1-ol